(S)-2-amino-3-(4'-iodo-[1,1'-biphenyl]-4-yl)propanoic acid N[C@H](C(=O)O)CC1=CC=C(C=C1)C1=CC=C(C=C1)I